C(C(=C)C)(=O)OCCC[Si](OCC)(C)C 3-(methacryloyloxy)propyl-dimethyl-ethoxysilane